1-(4-fluorophenyl)-N-[[4-(1-methylimidazol-2-yl)-2,5-dioxo-imidazolidin-4-yl]methyl]pyrazole-4-carboxamide FC1=CC=C(C=C1)N1N=CC(=C1)C(=O)NCC1(NC(NC1=O)=O)C=1N(C=CN1)C